tert-butyl (1S,2R,3R,5R)-2-fluoro-3-((6-(2-(methoxymethoxy)-4-(4,4,5,5-tetramethyl-1,3,2-dioxaborolan-2-yl)phenyl)pyridazin-3-yl)(methyl)amino)-9-azabicyclo[3.3.1]nonane-9-carboxylate F[C@H]1[C@@H]2CCC[C@H](C[C@H]1N(C)C=1N=NC(=CC1)C1=C(C=C(C=C1)B1OC(C(O1)(C)C)(C)C)OCOC)N2C(=O)OC(C)(C)C